COC(CC1=CC(=NC(=C1)OC)OC(F)F)=O [2-(difluoromethoxy)-6-methoxypyridin-4-yl]acetic acid methyl ester